trans-1-amino-3-ethoxycyclobutane-1-carboxylic acid ethyl ester C(C)OC(=O)C1(CC(C1)OCC)N